2-Methyl-4-(pentafluoro-sulfanyl)benzonitrile CC1=C(C#N)C=CC(=C1)S(F)(F)(F)(F)F